2-[6-[(3S)-3-(ethylamino)-1-piperidyl]pyridazin-3-yl]-3,5-dimethyl-phenol C(C)N[C@@H]1CN(CCC1)C1=CC=C(N=N1)C1=C(C=C(C=C1C)C)O